C1(CC1)C([C@@H](C(=O)NC1=NC(=C(C=C1)C=1C(=NNC1CC)C)F)NC(=O)C=1C=NN(C1C)C1CCOCC1)C1CC1 N-[(1S)-1-(dicyclopropylmethyl)-2-[[5-(5-ethyl-3-methyl-1H-pyrazol-4-yl)-6-fluoro-2-pyridyl]amino]-2-oxo-ethyl]-5-methyl-1-tetrahydropyran-4-yl-pyrazole-4-carboxamide